N-(2-(2-methoxypyrimidin-4-yl)-1H-pyrrolo[3,2-c]pyridin-6-yl)pivalamide COC1=NC=CC(=N1)C1=CC=2C=NC(=CC2N1)NC(C(C)(C)C)=O